7-(azetidin-3-yl)-5-(1H-indol-2-yl)-7H-pyrrolo[2,3-d]pyrimidin-4-amine hydrochloride Cl.N1CC(C1)N1C=C(C2=C1N=CN=C2N)C=2NC1=CC=CC=C1C2